trifluoro-methylsulfonamide FC(S(=O)(=O)N)(F)F